cis-4-fluoro-5-((5-(3-(isothiazol-3-yloxy)cyclopentyl)-1H-pyrazol-3-yl)amino)-2,3-dihydrobenzo[d]isothiazole 1,1-dioxide FC1=C(C=CC2=C1CNS2(=O)=O)NC2=NNC(=C2)[C@@H]2C[C@@H](CC2)OC2=NSC=C2